((4-(4-methylpiperidin-4-yl)phenyl)amino)-5-(3-(3-oxoimidazo[1,5-a]pyridin-2(3H)-yl)piperidin-1-yl)pyrazine-2-carboxamide CC1(CCNCC1)C1=CC=C(C=C1)NC=1C(=NC=C(N1)N1CC(CCC1)N1C(N2C(C=CC=C2)=C1)=O)C(=O)N